(1r,2'S,4S)-4-(3-chloroanilino)-2'-[(2R)-3-phenoxy-2-phenylpropyl]-2',3'-dihydrospiro[cyclohexane-1,1'-indene]-4-carboxylic acid ClC=1C=C(NC2(CCC3([C@H](CC4=CC=CC=C34)C[C@@H](COC3=CC=CC=C3)C3=CC=CC=C3)CC2)C(=O)O)C=CC1